FC(C(F)(F)F)OC(C(F)(F)F)F bis-(1,2,2,2-tetrafluoroethyl) ether